2-(3-bromo-4-((3-cyanopyridin-2-yl)oxy)phenyl)acetic acid BrC=1C=C(C=CC1OC1=NC=CC=C1C#N)CC(=O)O